Cl.Cl.N1(CCNCC1)C=O (piperazin-1-yl)methanone dihydrochloride